ClC1=C(C=CC=C1C1N(CCC2=C1N=C(N2C)C(=O)N)CCO)C2=C(C(=CC=C2)C2N(CCC1=C2N=C(N1C)C(=O)N)CCO)C (2-chloro-2'-methylbiphenyl-3,3'-diyl)bis(5-(2-hydroxyethyl)-1-methyl-4,5,6,7-tetrahydro-1H-imidazo[4,5-c]pyridine-2-carboxamide)